5-[5-({1-[(2E)-2-(aminomethyl)-3-fluoroprop-2-en-1-yl]-5-oxo-1,5-dihydro-4H-1,2,4-triazol-4-yl}methyl)thiophen-2-yl]-1,3-dihydro-2H-indol-2-one hydrochloride Cl.NC/C(/CN1N=CN(C1=O)CC1=CC=C(S1)C=1C=C2CC(NC2=CC1)=O)=C\F